3-amino-N-(2-dimethylaminoethyl)cyclohexylcarboxamide dihydrochloride Cl.Cl.NC1CC(CCC1)C(=O)NCCN(C)C